1-(7-(6-chloro-8-fluoro-7-(2-fluoro-6-hydroxy-phenyl)quinazolin-4-yl)-4,7-diazaspiro[2.5]octan-4-yl)prop-2-en-1-one ClC=1C=C2C(=NC=NC2=C(C1C1=C(C=CC=C1O)F)F)N1CCN(C2(CC2)C1)C(C=C)=O